(4S,5S)-4-Hydroxy-5-((S)-5H-imidazo[5,1-a]isoindol-5-yl)-N-methyl-4,5,6,7-tetrahydrobenzo[d]thiazol-2-carboxamid O[C@H]1[C@@H](CCC2=C1N=C(S2)C(=O)NC)[C@@H]2N1C(C3=CC=CC=C23)=CN=C1